2-(2-Ethoxy-4-fluorobenzoyl)-N-Methyl-N-(o-tolyl)-2-azaspiro[3.3]heptane-6-carboxamide C(C)OC1=C(C(=O)N2CC3(C2)CC(C3)C(=O)N(C3=C(C=CC=C3)C)C)C=CC(=C1)F